1,1'-(naphthalene-1,8-diylbis(methylene))bis(3-(4-azidobenzyl)-5,6-bis(2-(2-(2-methoxyethoxy)ethoxy)ethoxy)-1H-benzo[d]imidazol-3-ium) bromide [Br-].C1(=CC=CC2=CC=CC(=C12)CN1C=[N+](C2=C1C=C(C(=C2)OCCOCCOCCOC)OCCOCCOCCOC)CC2=CC=C(C=C2)N=[N+]=[N-])CN2C=[N+](C1=C2C=C(C(=C1)OCCOCCOCCOC)OCCOCCOCCOC)CC1=CC=C(C=C1)N=[N+]=[N-].[Br-]